methyl-piperidinium C[NH+]1CCCCC1